CC1=NN=C(O1)C1=CC=CC(=N1)OC1=CC=C(C=C1)C(C)(C)C1=CC=C(OC2CC(C2)N)C=C1 (1r,3r)-3-(4-(2-(4-((6-(5-methyl-1,3,4-oxadiazol-2-yl)pyridine-2-yl)oxy)phenyl)propan-2-yl)phenoxy)cyclobutylamine